4,6-dihydroxy-2-keto-hexanoic acid OC(CC(C(=O)O)=O)CCO